FC(N1NC2=C(CCC1C(=O)NC1=C3[C@@H](CC(C3=CC=C1)(C)C)CCC)C=CC=C2)F 2-(difluoromethyl)-N-[(3R)-1,1-dimethyl-3-propyl-indan-4-yl]tetrahydrobenzodiazepine-3-Carboxamide